(Z)-2-(5-(4-hydroxy-2,5-dimethylbenzylidene)-4-oxo-2-thioxothiazolidin-3-yl)acetic acid OC1=CC(=C(\C=C/2\C(N(C(S2)=S)CC(=O)O)=O)C=C1C)C